2-(5-(N-(14-aminotetradecyl)-1-(isoquinolin-4-yl)piperidine-3-carboxamido)-2-oxopyridin-1(2H)-yl)acetic acid NCCCCCCCCCCCCCCN(C(=O)C1CN(CCC1)C1=CN=CC2=CC=CC=C12)C=1C=CC(N(C1)CC(=O)O)=O